2-(6-(1,4-dimethyl-1H-1,2,3-triazol-5-yl)-4-((4-fluorophenyl)(tetrahydro-2H-pyran-4-yl)methyl)-1-methyl-1,4-dihydropyrrolo[2',3':4,5]pyrrolo[3,2-b]pyridin-2-yl)propan-2-ol CN1N=NC(=C1C=1C=C2C(=NC1)C1=C(N2C(C2CCOCC2)C2=CC=C(C=C2)F)C=C(N1C)C(C)(C)O)C